N-[3-fluoro-4-[(7-methoxy-1,5-naphthyridin-4-yl)oxy]phenyl]-5-(4-fluorophenyl)-4-hydroxypyridine-3-carboxamide FC=1C=C(C=CC1OC1=CC=NC2=CC(=CN=C12)OC)NC(=O)C=1C=NC=C(C1O)C1=CC=C(C=C1)F